2-(1-(4-((tert-butyldimethylsilyl)oxy)butyl)piperidin-4-yl)propane-1,3-diyl bis(2-heptylnonanoate) C(CCCCCC)C(C(=O)OCC(COC(C(CCCCCCC)CCCCCCC)=O)C1CCN(CC1)CCCCO[Si](C)(C)C(C)(C)C)CCCCCCC